FC1([C@@H](CN(C1)C1COC1)NC1=NN2C(C(=N1)OC)=C(C=C2)C=2C=CC1=C(N(C=N1)CCF)C2)F (R)-N-(4,4-difluoro-1-(oxetan-3-yl)pyrrolidin-3-yl)-5-(1-(2-fluoroethyl)-1H-benzo[d]imidazol-6-yl)-4-methoxypyrrolo[2,1-f][1,2,4]triazin-2-amine